Butyl 2-[6-(3-ethoxy-3-oxopropyl)quinazolin-4-yl]-2,7-diazaspiro[3.5]nonane-7-carboxylate C(C)OC(CCC=1C=C2C(=NC=NC2=CC1)N1CC2(C1)CCN(CC2)C(=O)OCCCC)=O